2-Methyl-5-[5-(piperidin-4-yl)[1,3]thiazolo[5,4-d][1,3]thiazol-2-yl]-2H-indazol-7-carbonitril Hydrochlorid Cl.CN1N=C2C(=CC(=CC2=C1)C=1SC=2N=C(SC2N1)C1CCNCC1)C#N